4-chlorophenyl (3'R)-5',5'-difluoro-2-methyl-6-oxo[1,3'-bipiperidine]-1'-carboxylate FC1(C[C@H](CN(C1)C(=O)OC1=CC=C(C=C1)Cl)N1C(CCCC1=O)C)F